phenanthroquinaZoline N1=CN=CC2=CC=C3C(=C12)C=CC=1C=2C=CC=CC2C=CC13